2-(4-{[(3R)-1-methylpiperidin-3-yl]amino}-6,7-dihydro-5H-cyclopenta[d]pyridazin-1-yl)-5-(trifluoromethyl)phenol CN1C[C@@H](CCC1)NC=1C2=C(C(=NN1)C1=C(C=C(C=C1)C(F)(F)F)O)CCC2